CNS(=O)(=O)C=1C=CC(=CC1)C N,2-dimethyl-5-benzenesulfonamide